NC1CN(CC(C1)C(F)F)C(=O)OC(C)(C)C tert-Butyl 3-amino-5-(difluoromethyl)piperidine-1-carboxylate